(5-phenyl-4,5-dihydro-1H-pyrazol-1-yl)methanone hydrochloride Cl.C1(=CC=CC=C1)C1CC=NN1C=O